C(C)C1=C(C=CC(=C1)C=1C(=NNC1C)C1=CC=NC=C1)C1=CC=C(C#N)C=C1 4-[2-ethyl-4-[5-methyl-3-(4-pyridyl)-1H-pyrazol-4-yl]phenyl]benzonitrile